8-oxo-pentadecanedioic acid 1-(2-heptyl-nonyl) 15-(8-methylnonyl) ester CC(CCCCCCCOC(CCCCCCC(CCCCCCC(=O)OCC(CCCCCCC)CCCCCCC)=O)=O)C